N-[(2R,3R)-1-[2-[3-Cyclopropyl-5-(trifluoromethyl)pyrazol-1-yl]acetyl]-2-[2-methyl-3-(trideuteriomethoxy)phenyl]pyrrolidin-3-yl]pyridine-2-carboxamide C1(CC1)C1=NN(C(=C1)C(F)(F)F)CC(=O)N1[C@@H]([C@@H](CC1)NC(=O)C1=NC=CC=C1)C1=C(C(=CC=C1)OC([2H])([2H])[2H])C